OCNC(CCCCCCCCCCCCCCC)=O N-Hydroxymethylpalmitamid